6-(Boc)-6-azaspiro[3.4]octane-2-carboxylic acid C(=O)(OC(C)(C)C)N1CC2(CC(C2)C(=O)O)CC1